(Phenylsulfinyl)-L-alanine C1(=CC=CC=C1)S(=O)N[C@@H](C)C(=O)O